N/C(/C(=O)O)=C\C α-aminocrotonic acid